(E)-N-(7-Chloroquinolin-4-yl)-N',N'-diethylbut-2-ene-1,4-diamine ClC1=CC=C2C(=CC=NC2=C1)NC\C=C\CN(CC)CC